5-{2-[(2-ethylheptyl)sulfanyl]phenyl}-1-methyl-7-nitro-2,3-dihydro-1H-1,4-benzodiazepin-2-one C(C)C(CSC1=C(C=CC=C1)C1=NCC(N(C2=C1C=C(C=C2)[N+](=O)[O-])C)=O)CCCCC